5-chloro-2-morpholinothiazole-4-carboxylic acid ethyl ester C(C)OC(=O)C=1N=C(SC1Cl)N1CCOCC1